C(C)(=O)NC=1C=C(C=C2C(N(C(C12)=O)[C@H](CS(=O)(=O)C)C1=CC(=C(C=C1)OC)OCC)=O)C#CCCC(=O)OC (S)-methyl 5-(7-acetamido-2-(1-(3-ethoxy-4-methoxyphenyl)-2-(methylsulfonyl)-ethyl)-1,3-dioxoisoindolin-5-yl)pent-4-ynoate